3,5'-dichloro-4-((3,5-difluoropyridin-2-yl)methoxy)-2'-(3-(2-hydroxypropan-2-yl)-1H-pyrazol-1-yl)-6-methyl-2H-[1,4'-bipyridyl]-2-one ClC=1C(N(C(=CC1OCC1=NC=C(C=C1F)F)C)C1=CC(=NC=C1Cl)N1N=C(C=C1)C(C)(C)O)=O